C(C)(C)(C)OC(=O)N1CC=2C(CC1)=NNC2C(CCC(=C)CO)(F)F.CC2=CC=C(CC1CCNCC1)C=C2 4-(4-methylbenzyl)piperidine tert-Butyl-3-(1,1-difluoro-4-(hydroxymethyl)pent-4-en-1-yl)-6,7-dihydro-2H-pyrazolo[4,3-c]-pyridine-5(4H)-carboxylate